C1(CC1)CNCC1=C(C=C(C=C1)OC)OC 1-cyclopropyl-N-(2,4-dimethoxybenzyl)methanamine